C(C1=CC=CC=C1)(=O)NC=1C=C(C=CC1)NC(=O)N1CCN(CC1)C1=CC=NC=C1 N-(3-benzoylaminophenyl)-4-(pyridin-4-yl)piperazine-1-carboxamide